3-t-butyl-6-methylcatechol C(C)(C)(C)C1=C(C(O)=C(C=C1)C)O